N,N-dioctadecyl-N-methylammonium tetrakis(pentafluorophenyl)borate FC1=C(C(=C(C(=C1[B-](C1=C(C(=C(C(=C1F)F)F)F)F)(C1=C(C(=C(C(=C1F)F)F)F)F)C1=C(C(=C(C(=C1F)F)F)F)F)F)F)F)F.C(CCCCCCCCCCCCCCCCC)[NH+](C)CCCCCCCCCCCCCCCCCC